1-methyl-3,5-dibromopyrazole CN1N=C(C=C1Br)Br